(3-methoxy-4-(4-(4-methylpiperazin-1-yl)piperidin-1-yl)phenyl)formamide COC=1C=C(C=CC1N1CCC(CC1)N1CCN(CC1)C)NC=O